C(CCC)C1=C(C=CC(=C1)O)C1=CC=C(C=C1)O butyl-4,4'-dihydroxy-biphenyl